ClC=1C=C2CC(C(C2=CC1)=O)(O)C(=O)OC 5-Chloro-2-methoxycarbonyl-2-hydroxy-1-indanon